IC=1C=C(C=CC1C)N1C(C=CC=C1)C(F)(F)F N-(3-iodo-4-methylphenyl)-2-(trifluoromethyl)pyridine